6-[[(2S,3R,4S,5R)-3-(3,4-difluoro-2-methoxy-phenyl)-4,5-dimethyl-5-(trifluoromethyl)tetrahydrofuran-2-carbonyl]amino]pyridine-2-carboxamide FC=1C(=C(C=CC1F)[C@@H]1[C@H](O[C@]([C@H]1C)(C(F)(F)F)C)C(=O)NC1=CC=CC(=N1)C(=O)N)OC